N-(2-(Dimethoxymethyl)benzyl)-5-methyl-N-(2-oxo-2-((2'-oxo-1,1',2',3-tetrahydrospiro[indene-2,3'-pyrrolo[2,3-b]pyridin]-5-yl)amino)ethyl)thiazole-4-carboxamide COC(C1=C(CN(C(=O)C=2N=CSC2C)CC(NC=2C=C3CC4(C(NC5=NC=CC=C54)=O)CC3=CC2)=O)C=CC=C1)OC